C(=C)C1=CC=C(C=C1)COC1=CC=C(C(=O)O)C=C1 4-[(4-vinylphenyl)methoxy]benzoic acid